((S)-4-methyl-1-((S)-2-methyl-oxiran-2-yl)-1-oxopentan-2-yl)carbamic acid tert-butyl ester C(C)(C)(C)OC(N[C@H](C(=O)[C@]1(OC1)C)CC(C)C)=O